FC1=C(C=C(C=C1)F)C1=C(C(=NC=C1)[C@@H]1OCC(CC1)(F)F)N |r| rac-4-(2,5-difluorophenyl)-2-(5,5-difluorotetrahydro-2H-pyran-2-yl)pyridin-3-amine